C(#N)C1=C2C[C@H](CNC2=CC=C1)[C@@H](C1=CC=CC=C1)NCCC=1C=CC(=C(C1)CC(=O)O)F 2-(5-(2-(((S)-((R)-5-cyano-1,2,3,4-tetrahydroquinolin-3-yl)(phenyl)methyl)amino)ethyl)-2-fluorophenyl)acetic acid